FC1=C(C=C(C=C1C(F)(F)F)[N+](=O)[O-])CO (2-fluoro-5-nitro-3-(trifluoromethyl)phenyl)methanol